C(CCCCCCC\C=C/C\C=C/CCCCC)(=O)OCC1=CC(=CC(=C1)COC(CCC(CCCCCC)OC(NCCN1CCCC1)=O)=O)COC(CCC(OCCCC\C=C/CC)OCCCC\C=C/CC)=O 3-(((4,4-bis(((Z)-oct-5-en-1-yl)oxy)butanoyl)oxy)methyl)-5-(((4-(((2-(pyrrolidin-1-yl)ethyl)carbamoyl)oxy)decanoyl)oxy)methyl)benzyl (9Z,12Z)-octadeca-9,12-dienoate